C(C(=C)C)(=O)N1CC(C1)NC1=CC(=C2CNC(C2=C1)=O)C1=CC=C(C=C1)OC1=CC=CC=C1 6-((1-methacryloylazetidin-3-yl)amino)-4-(4-phenoxyphenyl)isoindolin-1-one